C(C)(C)(CC)OOC(C)(CCC(C)(C)OOC(C)(C)CC)C 2,5-di(t-amyl-peroxy)-2,5-dimethylhexane